C(C)C=C(C(=O)N)C Eth-1-ylmethacrylamide